rac-(1R,2R)-1-amino-6-fluoro-4,4-dimethyl-1,2,3,4-tetrahydronaphthalen-2-ol N[C@H]1[C@@H](CC(C2=CC(=CC=C12)F)(C)C)O |r|